C[C@@H]1[C@@](C1)(C1=NOC(N1)=O)N1C(=CC2=CC(=CC=C12)C1CCOCC1)C(=O)O 1-[(1S,2S)-2-methyl-1-(5-oxo-4H-1,2,4-oxadiazol-3-yl)cyclopropyl]-5-(3,4,5,6-tetrahydro-2H-pyran-4-yl)indole-2-carboxylic acid